3-Cyano-N-(3-(isoxazol-4-yl)-1H-indazol-5-yl)-1,4-dimethyl-1H-pyrazole-5-carboxamide C(#N)C1=NN(C(=C1C)C(=O)NC=1C=C2C(=NNC2=CC1)C=1C=NOC1)C